NC1CCC2CN(CC21)C(=O)C2=CC=C(COC1=CC=3C(=NC(=CC3)C#N)S1)C=C2 ((4-(4-Aminooctahydrocyclopenta[c]pyrrole-2-carbonyl)benzyl)oxy)thieno[2,3-b]pyridine-6-carbonitrile